2-(2-allyloxy(propoxy)propoxy)benzene C(C=C)OC(COC1=CC=CC=C1)COCCC